5-bromobenzo[b]thiophene BrC1=CC2=C(SC=C2)C=C1